Cl.N[C@H]1[C@H](CCCC1)NC(=O)C1=CN(CCS1)C1=C2C(=NC=C1)NC=C2C |o1:2,3| Rel-N-((1S,2R)-2-aminocyclohexyl)-4-(3-methyl-1H-pyrrolo[2,3-b]pyridin-4-yl)-3,4-dihydro-2H-1,4-thiazine-6-carboxamide hydrochloride